7,9,9-Trioctyl-N-phenyl-9H-fluoren-2-amine C(CCCCCCC)C1=CC=C2C=3C=CC(=CC3C(C2=C1)(CCCCCCCC)CCCCCCCC)NC1=CC=CC=C1